FC(C1=CC=2NC(C3N(C2N=C1)CCNC3)=O)(F)F 3-(trifluoromethyl)-7,8,9,10-tetrahydro-5H-pyrazino[1,2-a]pyrido[3,2-e]pyrazin-6-one